C1(=CC=CC=C1)N(C1=CC(=CC(=C1)NC1=CC=CC=C1)N(C1=CC=CC=C1)C1=CC=CC=C1)C1=CC=CC=C1 N1,N1,N3,N3,N5-pentaphenyl-1,3,5-benzenetriamine